nicotinic acid diethylamide C(C)N(C(C1=CN=CC=C1)=O)CC